C1(=CC=C(C=C1)P([O-])[O-])P([O-])[O-] 1,4-phenylene-di-phosphonite